COC(C(C=1C=C(C=CC1)C1=CC(=CC=C1)C(F)(F)F)O)=O.ClC1=CC=C(OC=2C=CC=C3C(C(COC23)NC(C=C)=O)=O)C=C1 N-{8-(4-chlorophenoxy)-4-oxochroman-3-yl}acrylamide methyl-2-hydroxy-2-(3'-(trifluoromethyl)-[1,1'-biphenyl]-3-yl)acetate